6-fluorobenzaldehyde O-(2-((1S,3S)-3-acetyl-2,2-dimethylcyclobutyl)acetyl) oxime C(C)(=O)[C@@H]1C([C@@H](C1)CC(=O)ON=CC1=CC=CC=C1F)(C)C